N,N'-di[4-(2,6-dimethylmorpholino)phenyl]thiourea CC1OC(CN(C1)C1=CC=C(C=C1)NC(=S)NC1=CC=C(C=C1)N1CC(OC(C1)C)C)C